C(C)(C)(C)OC(=O)N1C=C(C2=CC=CC=C12)C(=O)O 1-(tert-butoxycarbonyl)-1H-indole-3-carboxylic acid